rac-(3R,5R)-5-(2-((4-(2-(dimethylamino)ethoxy)phenyl)amino)pyrimidin-5-yl)tetrahydrofuran-3-yl isopropylcarbamate C(C)(C)NC(O[C@H]1CO[C@H](C1)C=1C=NC(=NC1)NC1=CC=C(C=C1)OCCN(C)C)=O |r|